ClC=1C=C2C(NC(N(C2=CC1)CC1=CC(=C(C=C1)F)C(=O)N1CCN(CC1)C(=O)C1CCCCC1)=O)=O 6-Chloro-1-(3-(4-(cyclohexylcarbonyl)piperazine-1-carbonyl)-4-fluorobenzyl)quinazoline-2,4(1H,3H)-dione